C(N)(=O)C1=NN(C=C1NC(=O)C=1N=C(OC1)C1=CC(=NC=C1)NCC(F)(F)F)C1CCC(CC1)N1CCNCC1 N-(3-carbamoyl-1-((1r,4r)-4-(piperazin-1-yl)cyclohexyl)-1H-pyrazol-4-yl)-2-(2-((2,2,2-trifluoroethyl)amino)pyridin-4-yl)oxazole-4-carboxamide